C(C)(C)C1=C(NC2=CC=C(C=C12)C=1C=CC(=NC1)N)C1=CC(=NC=C1)C 5-(3-isopropyl-2-(2-methylpyridin-4-yl)-1H-indol-5-yl)pyridin-2-amine